8-Cyclopropyl-N-{[(2R)-1,4-dioxan-2-yl]methyl}-2-{[(2S)-1,4-dioxan-2-yl]methyl}-4,5-dihydro-2H-furo[2,3-g]indazol-7-carboxamid C1(CC1)C1=C(OC=2CCC3=CN(N=C3C21)C[C@@H]2OCCOC2)C(=O)NC[C@H]2OCCOC2